2-methyl-acrylic acid-3-isocyanato-propyl ester N(=C=O)CCCOC(C(=C)C)=O